2-hydrazineyl-4-methyl-6-(trifluoromethyl)pyrimidine N(N)C1=NC(=CC(=N1)C)C(F)(F)F